N-(6-((5-chloro-2-((4-(4-(4-cyclopropylpiperazin-1-yl)piperidin-1-yl)-2-methoxy-5-methylphenyl)amino)pyrimidin-4-yl)amino)-2,3-dihydrobenzofuran-5-yl)-N-methylmethanesulfonamide ClC=1C(=NC(=NC1)NC1=C(C=C(C(=C1)C)N1CCC(CC1)N1CCN(CC1)C1CC1)OC)NC1=CC2=C(CCO2)C=C1N(S(=O)(=O)C)C